THIADIAZOLE C1=CSN=N1